C(#N)/C(/C(=O)NC1=NC=CC(=N1)CCC1=CC=CC=C1)=C(\C=1C=NOC1C)/O (Z)-2-cyano-3-hydroxy-3-(5-methylisoxazol-4-yl)-N-(4-phenethylpyrimidin-2-yl)acrylamide